ClC1=CC(=C2CCN(CC2=C1)C=1C=NC(=NC1)C1=NC=CC=N1)OC 7-chloro-5-methoxy-2-(2-pyrimidin-2-ylpyrimidin-5-yl)-3,4-dihydro-1H-isoquinoline